2-[3-[(4S)-3-(4-chlorophenyl)-4-phenyl-4,5-dihydro-1H-pyrazol-1-yl]-1-[(4-chlorophenyl)methyl]-5-oxo-4,5-dihydro-1H-1,2,4-triazol-4-yl]acetamide ClC1=CC=C(C=C1)C1=NN(C[C@@H]1C1=CC=CC=C1)C1=NN(C(N1CC(=O)N)=O)CC1=CC=C(C=C1)Cl